4-((4-(5-(4-fluoro-3-(trifluoromethyl)phenoxy)-2,2-dimethylpentanoyl)piperazin-1-yl)sulfonyl)benzoic acid FC1=C(C=C(OCCCC(C(=O)N2CCN(CC2)S(=O)(=O)C2=CC=C(C(=O)O)C=C2)(C)C)C=C1)C(F)(F)F